4-epoxy-2-methylcyclohexanecarboxylate CC12C(CCC(C1)C(=O)[O-])O2